4-morpholino-2-(piperidin-1-yl)aniline tri-hydrochloride Cl.Cl.Cl.O1CCN(CC1)C1=CC(=C(N)C=C1)N1CCCCC1